C1(CC1)C1=CC(=C(S1)N1C(=C(C=C1C)C=O)C)C#N 5-cyclopropyl-2-(3-formyl-2,5-dimethyl-1H-Pyrrol-1-yl)thiophene-3-carbonitrile